1-undecyl-4-propylpyridinium acetate C(C)(=O)[O-].C(CCCCCCCCCC)[N+]1=CC=C(C=C1)CCC